{4-[(1-cyclopentanecarbonylpiperidin-4-yl)oxy]-3-methylphenyl}-6-fluoropyrido[3,4-d]pyrimidin-4-amine C1(CCCC1)C(=O)N1CCC(CC1)OC1=C(C=C(C=C1)C=1N=C(C2=C(N1)C=NC(=C2)F)N)C